CN(CCOCC=1N=C(SC1)N(CC1=CC(=CC=C1)OC)CC1=CC(=CC=C1)OC)C 4-((2-(dimethylamino)ethoxy)methyl)-N,N-bis(3-methoxybenzyl)thiazol-2-amine